ethyl riburonate O=C[C@H](O)[C@H](O)[C@H](O)C(=O)OCC